C(C)C=1C=[N+](C=CC1)CCO 3-ethyl-1-(2-hydroxyethyl)pyridinium